C1(CC1)C=1N(C=C(N1)I)C12CC(C1)(C2)N2CCOCC2 4-(3-(2-cyclopropyl-4-iodo-1H-imidazol-1-yl)bicyclo[1.1.1]Pentane-1-yl)morpholine